N-(3-bromo-5-(methylsulfonyl)phenyl)-4-(2-hydroxy-6-methylphenyl)thiophene-2-carboxamide BrC=1C=C(C=C(C1)S(=O)(=O)C)NC(=O)C=1SC=C(C1)C1=C(C=CC=C1C)O